(-)-anethole C1(=CC=C(C=CC)C=C1)OC